zinc-nickel-aluminum-cerium [Ce].[Al].[Ni].[Zn]